2-(((2-(4-(2-hydroxyethyl)piperazin-1-yl)ethyl)amino)methylene)-5-(3-phenyl-1H-indol-4-yl)cyclohexane-1,3-dione OCCN1CCN(CC1)CCNC=C1C(CC(CC1=O)C1=C2C(=CNC2=CC=C1)C1=CC=CC=C1)=O